FC1=CC=CC=C1C(=O)O 6-fluoro-benzoic acid